7-(3-(pyrrolidin-1-yl)propoxy)-2,3-dihydro-1H-cyclopenta[c]quinolin-4-amine N1(CCCC1)CCCOC=1C=CC=2C3=C(C(=NC2C1)N)CCC3